5-pregnene-3β,20α-diol C[C@@H]([C@H]1CC[C@@H]2[C@@]1(CC[C@H]3[C@H]2CC=C4[C@@]3(CC[C@@H](C4)O)C)C)O